C(\C=C\C)(=O)OC1=C(C=C(C=C1C(C)CCCCCC)[N+](=O)[O-])[N+](=O)[O-] (2,4-dinitro-6-octane-2-ylphenyl) (E)-but-2-enoate